17-(1-(hydroxyimino)ethyl)-10,13-dimethyl-6,7,8,9,10,11,12,13,14,15,16,17-dodecahydro-1H-cyclopenta[a]phenanthren-3(2H)-one ON=C(C)C1CCC2C3CCC4=CC(CCC4(C3CCC12C)C)=O